CSCCNC(=O)C1=CC=CC=2N=C(SC21)C=2C=NC=CC2 N-[2-(methylthio)ethyl]-2-(3-pyridyl)-7-benzothiazolecarboxamide